[5-(6-methoxy-3-pyridyl)isoxazol-3-yl]-[4-(1-methylpyrazol-4-yl)-3,4-dihydro-1H-isoquinolin-2-yl]methanone COC1=CC=C(C=N1)C1=CC(=NO1)C(=O)N1CC2=CC=CC=C2C(C1)C=1C=NN(C1)C